FC1=CC=C(C=C1)C(CCCN1CCCCC1)=O 1-[4-(4-fluorophenyl)-4-oxobutyl]piperidin